FC1=CC=CC(=N1)C(C)CC(C)([S@@](=O)N)C (R)-(1-(6-fluoropyridin-2-yl)ethyl)-2-methylpropan-2-sulfinamide